ethyl 3-((4-chloro-3-(difluoromethoxy) benzyl) amino)-1H-pyrrole-2-carboxylate ClC1=C(C=C(CNC2=C(NC=C2)C(=O)OCC)C=C1)OC(F)F